C12CCCC(CC1)N2CCN2CCN(CC2)C2=C(C(=NC(=N2)SC2=CC=C(C=C2)S(=O)(=O)CC2=CC=CC=C2)NC2=NNC(=C2)C)OC 6-(4-(2-(8-azabicyclo[3.2.1]octan-8-yl)ethyl)piperazin-1-yl)-2-((4-(benzylsulfonyl)phenyl)thio)-5-methoxy-N-(5-methyl-1H-pyrazol-3-yl)pyrimidin-4-amine